(R)-2-(4,5-dichloro-6-oxopyridazin-1(6H)-yl)-N-(4-methyl-3-(N-(2-(pyridin-2-yl)ethyl)sulfamoyl)phenyl)propanamide ClC=1C=NN(C(C1Cl)=O)[C@@H](C(=O)NC1=CC(=C(C=C1)C)S(NCCC1=NC=CC=C1)(=O)=O)C